5-(3-amino-3-methylpiperidin-1-yl)-9-(5-(difluoromethyl)-1,3,4-thiadiazol-2-yl)-N-(1-methylcyclopropyl)-9H-benzo[d]imidazo[1,2-a]imidazole-7-sulfonamide NC1(CN(CCC1)C1=CC(=CC=2N(C=3N(C21)C=CN3)C=3SC(=NN3)C(F)F)S(=O)(=O)NC3(CC3)C)C